C1=CC=CC=2C3=CC=CC=C3C(C12)COC(=O)N[C@H](C(=O)O)CC1=CC=C(C=C1)C=1C(=NN(C1)C)COC=1C=NC=CC1 (S)-2-((((9H-fluoren-9-yl)methoxy)carbonyl)amino)-3-(4-(1-methyl-3-((pyridin-3-yloxy)methyl)-1H-pyrazol-4-yl)phenyl)propanoic acid